3-(1-methyl-1H-pyrazol-4-yl)-N-(4-(2-(methylamino)-2-oxoethyl)-1-phenyl-1H-imidazol-2-yl)benzamide CN1N=CC(=C1)C=1C=C(C(=O)NC=2N(C=C(N2)CC(=O)NC)C2=CC=CC=C2)C=CC1